N-(trans-4-aminocyclohexyl)-2-{[4-(4-methylpiperazin-1-yl)phenyl]amino}-6-propyl-6H-pyrimido[5,4-c][2,1]benzothiazine-8-carboxamide 5,5-dioxide N[C@@H]1CC[C@H](CC1)NC(=O)C1=CC2=C(C3=C(S(N2CCC)(=O)=O)C=NC(=N3)NC3=CC=C(C=C3)N3CCN(CC3)C)C=C1